4-(2-Oxo-1,4-dihydro-2H-quinazolin-3-yl)-piperidine-1-carboxylic acid {1-(1-1H-indazol-5-ylmethyl)-2-oxo-2-[4-(2-oxo-1,4-dihydro-2H-quinazolin-3-yl)-piperidine-1-yl]-ethyl}-amide N1N=CC2=CC(=CC=C12)CC(C(N1CCC(CC1)N1C(NC2=CC=CC=C2C1)=O)=O)NC(=O)N1CCC(CC1)N1C(NC2=CC=CC=C2C1)=O